OCCCCCCCC1(N(CC1)CCCCCCCC(=O)N(CCCCCCCCCC)CCCCCCCCCC)CCCCCCCC(=O)N(CCCCCCCCCC)CCCCCCCCCC 8,8'-((7-Hydroxyheptyl)azetidinediyl)bis(N,N-didecyl-octanoamide)